COC1=C(C=C(C(=N1)C)C1N(CCC1)CC(=O)OC(C)(C)C)C(F)(F)F tert-butyl 2-(2-(6-methoxy-2-methyl-5-(trifluoromethyl)pyridin-3-yl)pyrrolidin-1-yl)acetate